[P]=O monophosphorus oxide